NCCN1CCNCC1 1-(2-aminoethyl)-piperazine